COC(C(CI)NC(=O)OC(C)(C)C)=O 2-((Boc)amino)-3-iodopropionic acid methyl ester